CN(CCC=1C=NC2=CC=CC(C12)O)C 3-[2-(dimethylamino)ethyl]4H-indol-4-ol